C1(CCC1)C(=O)OC(N1CCC(CC1)(COC)C=O)CC1=CC=CC=C1 benzyl-{[4-formyl-4-(methoxymethyl) piperidin-1-yl] methyl} cyclobutanecarboxylate